NC1=C(N=CC(=N1)N1CCC2(CC1)[C@@H](C1=CC=CC=C1C2)N)SC2=C(C(=NC=C2)N(C)C)Cl (S)-1'-(6-amino-5-((3-chloro-2-(dimethylamino)pyridin-4-yl)thio)pyrazin-2-yl)-1,3-dihydrospiro[indene-2,4'-piperidin]-1-amine